[Ce].[La].[Mg].[Nb].[Ta] tantalum-niobium-magnesium-lanthanum-cerium